(R)-5-(tert-butyl)-7-chloro-3-isopropyl-8-methoxy-2,3,4,5-tetrahydrobenzo[f][1,2,5]thiadiazepine 1,1-dioxide C(C)(C)(C)N1C[C@H](NS(C2=C1C=C(C(=C2)OC)Cl)(=O)=O)C(C)C